Br\C=C/1\C(NC(N1)=O)=O (Z)-5-(bromomethylene)imidazolidine-2,4-dione